4-bromo-N,1-dimethyl-1H-imidazo[4,5-f]isoquinolin-8-amine BrC1=C2C(=C3C=C(N=CC3=C1)NC)N(C=N2)C